C(C1=CC=CC=C1)N1C(SC(C1=O)CC1=CC=C(C=C1)OCCC1=NC=C(C=C1)CC)=O 3-benzyl-5-(4-(2-(5-ethylpyridin-2-yl)ethoxy)benzyl)thiazolidine-2,4-dione